C(#C)C=1C(=CC=C2C=CC=C(C12)C1=CC=C2C(=NC(=NC2=C1F)OC[C@]12CCCN2C[C@@H](C1)F)N1C[C@@H](NCC1)CC#N)F 2-((S)-4-(7-(8-ethynyl-7-fluoronaphth-1-yl)-8-fluoro-2-(((2R,7aS)-2-fluorotetrahydro-1H-pyrrolizin-7a(5H)-yl)methoxy)quinazolin-4-yl)piperazin-2-yl)acetonitrile